[Si](C)(C)(C(C)(C)C)O[C@H]([C@H](/C=C/C=C/C(=O)N(C)OC)C)[C@@H](C\C=C\C=C\C)C (2e,4e,6s,7s,8r,10e,12e)-7-(tert-butyldimethylsilyloxy)-N-methoxy-N,6,8-trimethyl-tetradec-2,4,10,12-tetraenamide